(2S)-2-(9H-fluoren-9-yl-methoxycarbonyl-amino)-4-methyl-pent-4-enoic acid C1=CC=CC=2C3=CC=CC=C3C(C12)N([C@H](C(=O)O)CC(=C)C)C(=O)OC